(R)-N-(3-(3,4-Dihydroisoquinolin-2(1H)-yl)-2-hydroxypropyl)-6-((1-(3-(piperazin-1-yl)propyl)azetidin-3-yl)amino)pyrimidine-4-carboxamide C1N(CCC2=CC=CC=C12)C[C@@H](CNC(=O)C1=NC=NC(=C1)NC1CN(C1)CCCN1CCNCC1)O